8-(benzyloxy)-6-bromo-2-methylimidazo[1,2-a]pyridine C(C1=CC=CC=C1)OC=1C=2N(C=C(C1)Br)C=C(N2)C